FC(OCCN1N=CC(=C1)C(=O)O)F 1-(2-(Difluoromethoxy)ethyl)-1H-pyrazole-4-carboxylic acid